ClC=1C=C(C=CC1F)NC(N(CC(C)C)[C@H](C)C1=NN(C(C2=CC(=C(C=C12)F)F)=O)C)=O |r| Racemic-3-(3-chloro-4-fluorophenyl)-1-(1-(6,7-difluoro-3-methyl-4-oxo-3,4-dihydrophthalazin-1-yl)ethyl)-1-isobutylurea